COS(=O)(=O)[O-].OC1=CC=C(C=C1)C1=CC=CC2=C1C1=C([SH+]2)C=CC=C1 9-(4-hydroxyphenyl)dibenzothiophenium methylsulfate